CN1C(C2=C(C(=C1)C=1C=C3C=CC(=NC3=CC1)C1=CC=C(C=C1)OCCN1CCN(CC1)C)C=CN2S(=O)(=O)C2=CC=C(C)C=C2)=O 6-methyl-4-{2-[4-(2-(4-methylpiperazin-1-yl)ethoxy)phenyl]quinolin-6-yl}-1-tosyl-1H-pyrrolo[2,3-c]pyridin-7(6H)-one